N-(4-bromophenyl)-2-(1,3-dioxo-2,3-dihydro-1H-isoindol-2-yl)ethane-1-sulfonamide BrC1=CC=C(C=C1)NS(=O)(=O)CCN1C(C2=CC=CC=C2C1=O)=O